S1N=C(C2=C1C=CC=C2)N(C(\C=C\CN(C)C)=O)C2=C(C=C(C(=C2)C)I)C (2E)-N-(1,2-benzothiazol-3-yl)-4-(dimethylamino)-N-(4-iodo-2,5-dimethylphenyl)but-2-enamide